S1C(=NC2=C1C=CC=C2)C2=CC(=C(OCCCCCCC(=O)NO)C=C2)Cl 7-(4-(benzo[d]thiazole-2-yl)-2-chlorophenoxy)-N-hydroxyheptanamide